[Si](C)(C)(C(C)(C)C)OCCOC1=C(C=C(C=C1C)C1=NC2=CC=CC(=C2C(N1)=O)Cl)C 2-(4-(2-(tert-butyldimethylsilyloxy)ethoxy)-3,5-dimethylphenyl)-5-chloroquinazolin-4(3H)-one